COC1=C(C=CC(=C1)C1=C(C(=O)[O-])C=CC(=C1OC)OCCCCOC(C=C)=O)C1=C(C(=O)[O-])C=CC(=C1OC)OCCCCOC(C=C)=O 2-methoxybenzene-1,4-diylbis{4-[4-(acryloyloxy) butoxy]-3-methoxybenzoate}